2-(5-(thiophen-2-yl)-1H-indol-1-yl)aniline S1C(=CC=C1)C=1C=C2C=CN(C2=CC1)C1=C(N)C=CC=C1